(E)-4-[2-[2-[2-[2-[2-(2-aminoethoxy)ethoxy]ethoxy]ethoxy]ethoxy]ethoxy]-1-[(3R)-3-[4-amino-3-(4-phenoxyphenyl)pyrazolo[3,4-d]pyrimidin-1-yl]-1-piperidyl]but-2-en-1-one NCCOCCOCCOCCOCCOCCOC/C=C/C(=O)N1C[C@@H](CCC1)N1N=C(C=2C1=NC=NC2N)C2=CC=C(C=C2)OC2=CC=CC=C2